ClC=1C=C(C=CC1F)C(C=1NC(=C(N1)S(=O)(=O)C)C)OCC1CC(C1)(C)C 2-[(3-chloro-4-fluorophenyl)-[(3,3-dimethylcyclobutyl)methoxy]methyl]-5-methyl-4-methyl-sulfonyl-1H-imidazole